C1(CC1)N1C=CC2=C(C=CC=C12)N1C(=C2C(N(N=CC2=C1C)C1=NC=C(C=N1)F)=O)C 6-(1-Cyclopropyl-1H-indol-4-yl)-2-(5-fluoropyrimidin-2-yl)-5,7-dimethyl-2,6-dihydro-1H-pyrrolo[3,4-d]pyridazin-1-one